(1R,2S,5S)-N-(cyano(1,6-naphthyridin-8-yl)methyl)-3-((S)-2-(1-hydroxycyclopropane-1-carboxamido)-3,3-dimethylbutanoyl)-6,6-dimethyl-3-azabicyclo[3.1.0]hexane-2-carboxamide C(#N)C(NC(=O)[C@@H]1[C@H]2C([C@H]2CN1C([C@H](C(C)(C)C)NC(=O)C1(CC1)O)=O)(C)C)C=1C=NC=C2C=CC=NC12